azole bromide salt [Br-].N1C=CC=C1